C(C1=CC=CC=C1)OC1=NC(=CC=C1N1C(N(C2=C1C=CC(=C2)[C@H]2CN(CC[C@@H]2F)C(=O)OC(C)(C)C)C)=O)OCC2=CC=CC=C2 tert-butyl (3S,4S)-3-[1-(2,6-dibenzyloxy-3-pyridyl)-3-methyl-2-oxo-benzimidazol-5-yl]-4-fluoro-piperidine-1-carboxylate